bis(palmitoyl)ethylhydroxyethyl-ammonium methyl-sulfate COS(=O)(=O)[O-].C(CCCCCCCCCCCCCCC)(=O)[N+](CCO)(CC)C(CCCCCCCCCCCCCCC)=O